dibenzylbis(methoxymethyl)silane C(C1=CC=CC=C1)[Si](COC)(COC)CC1=CC=CC=C1